COC(COC1CCC(CC1)NC(=O)C=1C=CC2=C(C=3N(CCO2)C=NC3)C1)(C)C N-((1r,4r)-4-(2-methoxy-2-methylpropoxy)cyclohexyl)-5,6-dihydrobenzo[f]imidazo[1,5-d][1,4]oxazepine-10-carboxamide